C(=O)(O)C=1C(NC(N([C@]2(C(O)([C@H](O)[C@@H](CO)O2)O)C)C1)=O)=O 5-carboxyhydroxy-methyluridine